2-(2-bromo-N-(2-cyanobenzyl)-3,4,5,6-tetrafluorophenylsulfonamido)acetic acid BrC1=C(C(=C(C(=C1F)F)F)F)S(=O)(=O)N(CC1=C(C=CC=C1)C#N)CC(=O)O